C(C)OC(=O)C=1NC2=C(C=CC=C2C1)NC(CCBr)=O 7-(3-bromopropionamido)-1H-indole-2-carboxylic acid ethyl ester